2'-(6-amino-5-cyanopyridin-3-yl)-N-[2-(1-methyl-1H-1,2,3-triazol-4-yl)propan-2-yl]-5',6'-dihydrospiro[azetidine-3,4'-pyrrolo[1,2-b]pyrazole]-1-carboxamide NC1=C(C=C(C=N1)C=1C=C2N(N1)CCC21CN(C1)C(=O)NC(C)(C)C=1N=NN(C1)C)C#N